N7-({(6S,8aR)-2-[3-Fluoro-5-(2-methoxyethoxy)pyridin-2-yl]octahydropyrrolo[1,2-a]pyrazin-6-yl}methyl)-N7-methyl-2-(1,3-oxazol-2-yl)[1,2,4]triazolo[1,5-c]pyrimidine-5,7-diamine FC=1C(=NC=C(C1)OCCOC)N1C[C@@H]2N(CC1)[C@@H](CC2)CN(C2=CC=1N(C(=N2)N)N=C(N1)C=1OC=CN1)C